2'-methyl-spiro[cyclopropane-1,1'-isoindolin]-3'-one CN1C2(C3=CC=CC=C3C1=O)CC2